6-(2-methyl-2H-indazol-5-yl)-3-(((3aR,5s,6aS)-2-(((R)-tetrahydrofuran-3-yl)methyl)octahydro-cyclopenta[c]pyrrol-5-yl)amino)pyridazine-4-carbonitrile CN1N=C2C=CC(=CC2=C1)C1=CC(=C(N=N1)NC1C[C@@H]2[C@@H](CN(C2)C[C@@H]2COCC2)C1)C#N